ethyl 3-(1-(difluoromethyl)cyclopropyl)propanoate FC(C1(CC1)CCC(=O)OCC)F